(S)-4-chloro-2-(3-(hydroxy(4-methyl-4H-1,2,4-triazol-3-yl)(phenyl)methyl)phenyl)-6-(((1-methylcyclobutyl)amino)methyl)-isoindolin-1-one ClC1=C2CN(C(C2=CC(=C1)CNC1(CCC1)C)=O)C1=CC(=CC=C1)[C@@](C1=CC=CC=C1)(C1=NN=CN1C)O